2-(4-(2-methoxy-2-oxoethyl)phenyl)-2-methylpropanoic acid methyl ester COC(C(C)(C)C1=CC=C(C=C1)CC(=O)OC)=O